C(C)OC(=O)C=1C(=NC(=NC1)SC)N[C@@H]1C[C@H](C1)C(N)=O 4-((trans-3-carbamoyl-cyclobutyl)amino)-2-(methylsulfanyl)pyrimidine-5-carboxylic acid ethyl ester